[Al].[Fe].[Mg] magnesium iron aluminum salt